OC1=C(C=CC(=C1)OCCCCCCCC)C1=NC=NC=N1 2-[2-hydroxy-4-octyloxyphenyl]-1,3,5-triazine